FC=1C=C(C=C(C1C1(COCC1C(=O)NS(N)(=O)=O)C(=O)N)F)C1=CC(=CC=C1)OC([2H])([2H])[2H] 3-(3,5-difluoro-3'-(methoxy-d3)-[1,1'-biphenyl]-4-yl)-N4-sulfamoyl-2,5-dihydrofuran-3,4-dicarboxamide